C(#N)N=C(NCCCCCN1CCN(CC1)C(C1=C(C=CC=C1OC)OC)=O)NC1=C(C=NC=C1)F 2-cyano-1-(5-(1-(2,6-dimethoxybenzoyl)piperazine-4-yl)pentyl)-3-(3-fluoro-4-pyridinyl)guanidine